N-(2-methoxy-4-pyridyl)-N-methyl-pyrazolo[1,5-a]pyridine-5-carboxamide COC1=NC=CC(=C1)N(C(=O)C1=CC=2N(C=C1)N=CC2)C